(S)-3-fluoro-5-(1-(4-(4-(3-(hydroxymethyl)-1-methyl-1H-1,2,4-triazol-5-yl)pyrimidin-2-yl)piperazine-1-carbonyl)-4,5-dihydro-1H-pyrazol-5-yl)benzonitrile FC=1C=C(C#N)C=C(C1)[C@@H]1CC=NN1C(=O)N1CCN(CC1)C1=NC=CC(=N1)C1=NC(=NN1C)CO